OC(CC(=O)OP([O-])(=O)OP(=O)([O-])[O-])C 3-hydroxybutyryldiphosphate